C(#N)C(C(=O)OCCCCC)=C 1-pentyl 2-cyanoacrylate